5-(4-chlorophenyl)-1-(2,4-dichlorophenyl)-4-methyl-1H-pyrazole-3-carboxylic acid ClC1=CC=C(C=C1)C1=C(C(=NN1C1=C(C=C(C=C1)Cl)Cl)C(=O)O)C